(2R,5R)-2-(1-(4-bromophenyl)-4-(4-fluorophenyl)-1H-pyrrol-3-yl)-5-methyl-3-(2-(2-oxoindol-5-yl)ethyl)oxazolidin-4-one BrC1=CC=C(C=C1)N1C=C(C(=C1)C1=CC=C(C=C1)F)[C@H]1O[C@@H](C(N1CCC1=CC2=CC(N=C2C=C1)=O)=O)C